FC=1C=C(C=NC1)C=1C(C(=CC=C(C1)C(C)C)O)=O 2-(5-fluoropyridin-3-yl)-7-hydroxy-4-isopropylcyclohepta-2,4,6-trien-1-one